C(C)(=O)OCCN(C1=CC=C(C=C1)N=NC=1SC2=C(N1)C=CC(=C2)[N+](=O)[O-])CCC#N 2-[(2-cyanoethyl)[4-[(6-nitrobenzothiazol-2-yl)azo]phenyl]amino]ethyl acetate